ClC=1N=NC(=CN1)C(=O)OCC Ethyl 3-chloro-1,2,4-triazine-6-carboxylate